C(CCCCCCCCCCCCCCC)C(C(O)(O)O)CCCC hexadecyl-hexanetriol